CC=1C=C(C=CC1NC1=NNC(=C1)C1=CC=C(C=C1)N1N=CC(=C1)C)NC(C)=O N-(3-methyl-4-((5-(4-(4-methyl-1H-pyrazol-1-yl)phenyl)-1H-pyrazol-3-yl)amino)phenyl)acetamide